tert-butyl (5-(hydroxymethyl)piperidin-3-yl)carbamate OCC1CC(CNC1)NC(OC(C)(C)C)=O